ClC1=CC=NC2=NC=CN=C21 8-chloro-pyrido[2,3-b]pyrazine